C(C1=CC=CC=C1)(C1=CC=CC=C1)N1[C@@H]2CN([C@H](C1)C2)CC=2C=C1CN(C(C1=CC2)=O)N2C(NC(CC2)=O)=O 1-(5-(((1S,4S)-5-benzhydryl-2,5-diazabicyclo[2.2.1]heptan-2-yl)methyl)-1-oxoisoindolin-2-yl)dihydropyrimidine-2,4(1H,3H)-dione